BrC1=C(C=C2C(=NC(=NC2=C1F)SC)OC(C)(C)C)C(F)(F)F 7-bromo-4-tert-butoxy-8-fluoro-2-(methylthio)-6-(trifluoromethyl)quinazoline